S1C(=NC2=C1C=CC=C2)C2C(C(OC1=CC=CC=C21)=O)=N benzothiazolyl-iminocoumarin